9-(4-(1-methyl-4-(trifluoromethyl)-1H-imidazol-2-yl)benzyl)-2-(2-propoxypyridin-3-yl)-7,9-dihydro-8H-purin-8-one CN1C(=NC(=C1)C(F)(F)F)C1=CC=C(CN2C3=NC(=NC=C3NC2=O)C=2C(=NC=CC2)OCCC)C=C1